C(C)(C)(C)OC(NC1=CC2=C(C=CC=C2C=C1)C1(CC1)NC(C1=C(C=CC(=C1)OCC1N(CC1)C)C)=O)=O tert-butyl(8-(1-(2-methyl-5-((1-methylazetidin-2-yl)methoxy)benzamido)cyclopropyl)naphthalen-2-yl)carbamate